4-hydroxy-2-(thien-3-ylmethyl)-9H-pyrido[2',3':4,5]pyrrolo[2,3-d]pyrimidine-7-carboxylic acid methyl ester COC(=O)C1=CC2=C(C3=C(N=C(N=C3O)CC3=CSC=C3)N2)N=C1